2-(2-(2-(2-Hydroxyethoxy)ethoxy)ethoxy)ethyl acrylate C(C=C)(=O)OCCOCCOCCOCCO